CC(=O)N[C@@H]1[C@H]([C@@H]([C@H](OC1O)CO)O[C@H]2[C@@H]([C@H]([C@@H]([C@H](O2)CO)O)O)O)O The molecule is an amino disaccharide consisting of beta-D-glucose linked via a (1->3)-glycosidic bond to N-acetyl-D-glucosamine. It is an amino sugar, an amino disaccharide, a glucosamine oligosaccharide and a member of acetamides.